C(C)(=O)C=1C=NC=2N(C1)N=CC2C(=O)NC=2C(=CC1=C(C[C@@](O1)(C)CO)C2)N2CCOCC2 6-acetyl-N-[(2S)-2-(hydroxymethyl)-2-methyl-6-morpholino-3H-benzofuran-5-yl]pyrazolo[1,5-a]pyrimidine-3-carboxamide